O[C@H]1[C@@H]([C@H]2[C@H]([C@H]([C@H]3[C@@H]4CC[C@H]([C@@H](CCC(=O)NS(=O)(=O)C5=CC=C(C=C5)F)C)[C@]4(CC[C@@H]3[C@]2(CC1)C)C)O)CC)F N-(3α,7α-dihydroxyl-4β-fluoro-6α-ethyl-5β-cholan-24-oyl)-p-fluorobenzenesulfonamide